BrC1=CC(=NC=C1)NC(CCN1CCC(CC1)O)=O N-(4-bromopyridin-2-yl)-3-(4-hydroxypiperidin-1-yl)propanamide